C1(CC1)CC(=O)C 1-Cyclopropylacetone